ClC=1C=CC(=C(C1)C1=NN(C=C1NC(=O)C=1C=NN2C1N=CC=C2)CC(=O)NC2(COC2)C)OC N-(3-(5-chloro-2-methoxyphenyl)-1-(2-(3-methyloxetan-3-ylamino)-2-oxoethyl)-1H-pyrazol-4-yl)pyrazolo[1,5-a]pyrimidine-3-carboxamide